O=C1NC(CCC1NC1=CC(=C(C=C1)N1CC(CC1)(O)CC(=O)O)F)=O 2-[1-[4-[(2,6-dioxo-3-piperidyl)amino]-2-fluoro-phenyl]-3-hydroxy-pyrrolidin-3-yl]acetic acid